FC1=C(C(=CC(=C1)F)N(C(C)C)C)S(=O)(=O)NC(=O)C=1OC2=C(C1)C(=CC(=C2)N2CC(C2)F)F N-{2,4-difluoro-6-[methyl(propan-2-yl)amino]benzene-1-sulfonyl}-4-fluoro-6-(3-fluoroazetidin-1-yl)-1-benzofuran-2-carboxamide